methyl 2-(4-(difluoromethyl) phenyl)-3-hydroxypropionate FC(C1=CC=C(C=C1)C(C(=O)OC)CO)F